FC(C1=NN=C(O1)C=1C=CC(=NC1)CN1C(C2=CC(=CC=C2C(C1=O)(C)C)C1CCN(CC1)CCOC)=O)F 2-((5-(5-(difluoromethyl)-1,3,4-oxadiazole-2-yl)pyridine-2-yl)methyl)-7-(1-(2-methoxyethyl)piperidine-4-yl)-4,4-dimethylisoquinoline-1,3(2H,4H)-dione